NC1=C(C(=NN1[C@H](C(F)(F)F)C)C1=CC=C(C=C1)CNC(C1=C(C=CC(=C1)F)OC)=O)C(=O)N (S)-5-Amino-3-(4-((5-fluoro-2-methoxybenzamido)methyl)phenyl)-1-(1,1,1-trifluoropropane-2-yl)-1H-pyrazole-4-carboxamide